3-(2-(benzyloxy)-4-fluorophenyl)-4-methyl-6-(piperidin-3-ylmethyl)pyridazine C(C1=CC=CC=C1)OC1=C(C=CC(=C1)F)C=1N=NC(=CC1C)CC1CNCCC1